2-(4-(1H-1,2,3-Triazol-5-yl)phenyl)-9-(2-isopropylphenyl)-8-oxo-8,9-dihydro-7H-purine N1N=NC=C1C1=CC=C(C=C1)C1=NC=C2NC(N(C2=N1)C1=C(C=CC=C1)C(C)C)=O